C(C1=CC=CC=C1)OC[C@@H](C(=O)N[C@H](C(C(C(=O)OCC1=CC=CC=C1)(C)C)=O)CC1=CC=CC=C1)NC(=O)OC(C)(C)C Benzyl (4S)-4-[(2S)-3-(benzyloxy)-2-{[(tert-butoxy)carbonyl]amino}propanamido]-2,2-dimethyl-3-oxo-5-phenylpentanoate